2-(5-(5,6,7,8-tetrahydronaphthalen-2-yl)-1H-benzo[d]imidazol-2-yl)ethan-1-amine dihydrochloride Cl.Cl.C1=C(C=CC=2CCCCC12)C1=CC2=C(NC(=N2)CCN)C=C1